5-Isobutylsulfinylfuran C(C(C)C)S(=O)C1=CC=CO1